S1C=CC=2CN(CCC21)CC=2C=C1CN(C(C1=CC2)=O)N2C(NC(CC2)=O)=O 1-(5-((6,7-dihydrothieno[3,2-c]pyridin-5(4H)-yl)methyl)-1-oxoisoindolin-2-yl)dihydropyrimidine-2,4(1H,3H)-dione